(2S,3S,4R,5R)-5-(4-amino-7H-pyrrolo[2,3-d]pyrimidin-7-yl)-2-azido-2-(iodomethyl)tetrahydrofuran-3,4-diol NC=1C2=C(N=CN1)N(C=C2)[C@H]2[C@@H]([C@@H]([C@](O2)(CI)N=[N+]=[N-])O)O